CC1(C(=CCN(C1)C(=O)OC(C)(C)C)OS(=O)(=O)C(F)(F)F)C tert-butyl 5,5-dimethyl-4-(((trifluoromethyl) sulfonyl)oxy)-5,6-dihydropyridine-1(2H)-carboxylate